tetraphenoleylethane C1(=CC=CC2=CC=C3C=C4C=CC=CC4=CC3=C12)CCCCCCCC\C=C/CCCCCCCCCC